docosahexaenoic acid-d3 C(C(=C(C(=CC=CC=CC=CC=CCCCCCCCCC)[2H])[2H])[2H])(=O)O